COC=1C=C(C=CC1)/C=C/C(=O)C1=C(C(=C(C=C1)OC)OC)OC (E)-3-(3-methoxyphenyl)-1-(2,3,4-trimethoxyphenyl)prop-2-en-1-one